Di-tert-amyl succinate C(CCC(=O)OC(C)(C)CC)(=O)OC(C)(C)CC